2-(3-aminopropyl)-7-(1H-pyrazol-5-yl)-[1,3]Thiazolo[4,5-c]Quinolin-4-amine NCCCC=1SC2=C(C(=NC=3C=C(C=CC23)C2=CC=NN2)N)N1